1-acetyl-3-(((4-methoxyphenyl)sulfonyl)methyl)-3-methyl-5-phenyl-1,3-dihydro-2H-pyrrol-2-one C(C)(=O)N1C(C(C=C1C1=CC=CC=C1)(C)CS(=O)(=O)C1=CC=C(C=C1)OC)=O